(4-methyl-7H-pyrrolo[2,3-d]pyrimidin-7-yl)cyclopent-3-ene-1,2-diol CC=1C2=C(N=CN1)N(C=C2)C2(C(C=CC2)O)O